1-(2-(6-(1-(2,6-dichlorophenyl)azetidin-3-yl)pyridin-3-yl)propan-2-yl)-piperidine-4-carboxylic acid ClC1=C(C(=CC=C1)Cl)N1CC(C1)C1=CC=C(C=N1)C(C)(C)N1CCC(CC1)C(=O)O